CC1OCC(C1)(C1=CC=CC=C1)C 2,4-Dimethyl-4-phenyltetrahydrofuran